3-(2-chloro-6-methyl-4-pyridinyl)-2-(3-cyanophenyl)-N-[rac-(2R)-2-hydroxypropyl]pyrazolo[1,5-a]pyrimidine-5-carboxamide ClC1=NC(=CC(=C1)C=1C(=NN2C1N=C(C=C2)C(=O)NC[C@@H](C)O)C2=CC(=CC=C2)C#N)C |r|